C1(CC1)C1=NC=NC(=C1C1=NN2C(C(=N1)NCC1=CC=C(C=C1)C=1N(C=C(N1)C(F)(F)F)C(C)C)=NC=C2)OC 2-(4-cyclopropyl-6-methoxypyrimidin-5-yl)-N-(4-(1-isopropyl-4-(trifluoromethyl)-1H-imidazol-2-yl)benzyl)imidazo[2,1-f][1,2,4]triazin-4-amine